C1(=CC=CC=C1)S(=O)(=O)OOC1=NC(=NC(=N1)Cl)Cl.[Na] sodium (4,6-dichloro-1,3,5-triazine-2-oxy) benzenesulfonate